((3-(2-hydroxypropan-2-yl)azetidin-1-yl)methyl)-3-methylpyrrolo[2,1-f][1,2,4]triazin-4(3H)-one OC(C)(C)C1CN(C1)CC1=NN2C(C(N1C)=O)=CC=C2